(2R,3S,4S,5R)-3-(3,4-difluoro-2-methoxyphenyl)-N-(5-(hydroxymethyl)pyrazin-2-yl)-4,5-dimethyl-5-(trifluoromethyl)tetrahydrofuran-2-carboxamide FC=1C(=C(C=CC1F)[C@H]1[C@@H](O[C@]([C@H]1C)(C(F)(F)F)C)C(=O)NC1=NC=C(N=C1)CO)OC